tert-butyl (12-(2-(4-(4,4,5,5-tetramethyl-1,3,2-dioxaborolan-2-yl)-1H-pyrazol-1-yl)ethoxy)dodecyl)carbamate CC1(OB(OC1(C)C)C=1C=NN(C1)CCOCCCCCCCCCCCCNC(OC(C)(C)C)=O)C